4-chloro-6-cyclopropoxy-3-fluoro-2-(4-(4-(hydroxymethyl)-7-oxo-6,7-dihydrothieno[2,3-d]pyridazin-2-yl)-1-methyl-1H-pyrazol-5-yl)benzonitrile ClC1=C(C(=C(C#N)C(=C1)OC1CC1)C1=C(C=NN1C)C1=CC2=C(C(NN=C2CO)=O)S1)F